C1(CC1)CN1C(=NC2=C1C=C(C=C2[N+](=O)[O-])C=2C(=NOC2C)C)NCC 1-(cyclopropylmethyl)-6-(3,5-dimethylisoxazol-4-yl)-N-ethyl-4-nitro-1H-benzo[d]imidazol-2-amine